ethyl 2-[4-(difluoromethyl)-6-[4-[[4-(1-hydroxyethyl)-1-piperidyl]methyl]phenyl]-7-methyl-indazol-2-yl]-2-[(6R)-6-fluoro-6,7-dihydro-5H-pyrrolo[1,2-c]imidazol-1-yl]acetate FC(C=1C2=CN(N=C2C(=C(C1)C1=CC=C(C=C1)CN1CCC(CC1)C(C)O)C)C(C(=O)OCC)C1=C2N(C=N1)C[C@@H](C2)F)F